Cl.N1CCC(CC1)N1/C(/SC=C1)=N/C(=O)C1=CNC2=NC=CC=C21 (Z)-N-(3-(piperidin-4-yl)thiazol-2(3H)-ylidene)-1H-pyrrolo[2,3-b]pyridine-3-carboxamide hydrochloride